N-((1,2,3,5,6,7-hexahydro-s-indacen-4-yl)carbamoyl)-4-hydroxy-4-methyl-5,6,7,8-tetrahydro-4H-5,8-ethanocyclohepta[b]thiophene-2-sulfonamide C1CCC2=C(C=3CCCC3C=C12)NC(=O)NS(=O)(=O)C1=CC2=C(S1)C1CCC(C2(C)O)CC1